(1-(6-(2-hydroxyphenyl)pyridazin-4-yl)-4-phenylpiperidin-4-yl)(2,7-diazaspiro[3.5]nonan-2-yl)methanone OC1=C(C=CC=C1)C1=CC(=CN=N1)N1CCC(CC1)(C1=CC=CC=C1)C(=O)N1CC2(C1)CCNCC2